NC1=C(C=CC=C1)C1=C(C=CC=C1)[Pd+] (2'-aminobiphenyl-2-yl)palladium (II)